3'-(4-(3''-(4,6-diphenyl-1,3,5-triazin-2-yl)-[1,1':4',1''-terphenyl]-2'-yl)-6-phenyl-1,3,5-triazin-2-yl)-[1,1'-biphenyl]-4-carbonitrile C1(=CC=CC=C1)C1=NC(=NC(=N1)C1=CC=CC=C1)C=1C=C(C=CC1)C1=CC(=C(C=C1)C1=CC=CC=C1)C1=NC(=NC(=N1)C1=CC=CC=C1)C=1C=C(C=CC1)C1=CC=C(C=C1)C#N